diaminodipentylamine NC(CCCCNCCCCC)N